2-(2-((3'-(1-aminoethyl)-2'-fluoro-5-(3-oxa-9-azaspiro[5.5]undecan-9-yl)-[1,1'-biphenyl]-3-yl)methoxy)phenyl)acetic acid NC(C)C=1C(=C(C=CC1)C1=CC(=CC(=C1)N1CCC2(CCOCC2)CC1)COC1=C(C=CC=C1)CC(=O)O)F